ClC1=NSC(=C1C1=NN=C(S1)N)Cl 5-(3,5-dichloro-1,2-thiazol-4-yl)-1,3,4-thiadiazol-2-amine